C(C)[C@H]1[C@H](NC([C@H]1F)=O)COC1=NC=CC2=CC(=C(C=C12)OCCOC)C(=O)N 1-{[(2s,3s,4s)-3-ethyl-4-fluoro-5-oxopyrrolidin-2-yl]methoxy}-7-(2-methoxyethoxy)isoquinoline-6-carboxamide